(S)-1-azido-14-(13-azido-2,5,8,11-tetraoxatridecyl)-20-(tert-butyl)-14-methyl-18-oxo-3,6,9,12,16-pentoxa-19-azaheneicosane N(=[N+]=[N-])CCOCCOCCOCCOCC(COCC(N[C@@H](C)C(C)(C)C)=O)(C)COCCOCCOCCOCCN=[N+]=[N-]